C(CC)SC1=NC=NN1CC1=CC=C(C=C1)C1=NOC(=N1)C(F)(F)F 3-[4-[(5-propylsulfanyl-1,2,4-triazol-1-yl)methyl]phenyl]-5-(trifluoromethyl)-1,2,4-oxadiazole